7-cyclopropyl-2-(cyclopropylamino)-3-ethyl-3,7-dihydro-4H-pyrrolo[2,3-d]pyrimidin-4-one C1(CC1)N1C=CC2=C1N=C(N(C2=O)CC)NC2CC2